1-[(8S)-8-methoxy-4-methylsulfanyl-5,6,7,8-tetrahydroquinazolin-2-yl]-2-methyl-indole-4-carbonitrile CO[C@H]1CCCC=2C(=NC(=NC12)N1C(=CC=2C(=CC=CC12)C#N)C)SC